uranium-tungsten [W].[U]